O[C@H]1C([C@H](C1(C)C)OC1=NN(C=C1NC=1N=CC2=C(N1)N(C=C2)[C@H](COC)C)C([2H])([2H])[2H])(C)C 2-((3-(cis-3-hydroxy-2,2,4,4-tetramethylcyclobutoxy)-1-(methyl-d3)-1H-pyrazol-4-yl)amino)-7-((S)-1-methoxypropan-2-yl)-7H-pyrrolo[2,3-d]pyrimidine